3-(2-(methylsulfonyl)-1,2,3,4-tetrahydroisoquinoline-6-carbonyl)piperidine-1-carboxylic acid tert-butyl ester C(C)(C)(C)OC(=O)N1CC(CCC1)C(=O)C=1C=C2CCN(CC2=CC1)S(=O)(=O)C